FC=1C(=NC=CC1)C(=O)N1CC(CC1)C1=C(C(=O)N)C=C(C=C1)OC1=C(C=CC=C1)C(C)C 2-(1-(3-fluoropyridin-oyl)pyrrolidin-3-yl)-5-(2-isopropylphenoxy)benzamide